NC1=C(C=CC=C1)C(CC)=O 1-(2-amino-phenyl)-propan-1-one